2-hydroxyphenyl-2-propenoic acid OC1=C(C=CC=C1)C(C(=O)O)=C